1-[5-bromo-2-(5-fluoro-2-pyridyl)-1,2,4-triazol-3-yl]-ethanamine BrC=1N=C(N(N1)C1=NC=C(C=C1)F)C(C)N